2-(2-(cyclopropanesulfonamido)thiazol-4-yl)-N-(4-(5-(difluoromethoxy)pyridin-3-yl)-2-fluorophenyl)-2-methylpropanamide C1(CC1)S(=O)(=O)NC=1SC=C(N1)C(C(=O)NC1=C(C=C(C=C1)C=1C=NC=C(C1)OC(F)F)F)(C)C